NN1C(=NC(=C1C(N)=O)C1=CC=C(C=C1)C(NC1=NC=CC(=C1)C(C)C)=O)[C@H]1N(CCC1)C(=O)OC(C)(C)C (S)-tert-butyl 2-(1-amino-5-carbamoyl-4-(4-((4-isopropylpyridin-2-yl)carbamoyl)phenyl)-1H-imidazol-2-yl)pyrrolidine-1-carboxylate